ClC1=C(C(=C(CNC(CCC)=O)C=C1)F)C=1NC(C=C(N1)C1=NC=C(C=C1)C#CC1CC1)=O N-(4-chloro-3-{4-[5-(cyclopropylethynyl)pyridin-2-yl]-6-oxo-1,6-dihydropyrimidin-2-yl}-2-fluorobenzyl)butanamide